(5S,8S)-5-fluoro-8-hydroxy-N-((S)-1-(2,3,4-trichlorophenyl)ethyl)-5,6,7,8-tetrahydroquinoline-5-carboxamide F[C@@]1(C=2C=CC=NC2[C@H](CC1)O)C(=O)N[C@@H](C)C1=C(C(=C(C=C1)Cl)Cl)Cl